NC1=NC(=CC(=N1)C=1N=NN(C1)CC1=CC=CC(=N1)[C@@H](C)C1CCC(CC1)C(=O)O)C1=C(C(=CC=C1)C#N)OC 4-[(S)-1-[6-({4-[2-amino-6-(3-cyano-2-methoxyphenyl)-4-pyrimidinyl]-1H-1,2,3-triazol-1-yl}methyl)-2-pyridinyl]ethyl]cyclohexanecarboxylic acid